1-Carboxymethyl-3-methylimidazole bisulfate S(O)(O)(=O)=O.C(=O)(O)CN1CN(C=C1)C